N-(quinoxalin-6-yl)-2-{4-[5-chloro-2-(1H-tetrazol-1-yl)phenyl]-5-methoxy-2-oxopyridin-1(2H)-yl}acetamide N1=CC=NC2=CC(=CC=C12)NC(CN1C(C=C(C(=C1)OC)C1=C(C=CC(=C1)Cl)N1N=NN=C1)=O)=O